FC1(CCN(CC1)C1=CC=C(C=C1)NC1=C(C=CC=C1)[N+](=O)[O-])F (4-(4,4-difluoropiperidin-1-yl)phenyl)-2-nitroaniline